N-(3-(N-(tert-butyl)sulfamoyl)phenyl)-5-((1-hydroxy-2-methylpropan-2-yl)amino)-3-(4-(trifluoromethyl)piperidin-1-yl)pyrazine-2-carboxamide C(C)(C)(C)NS(=O)(=O)C=1C=C(C=CC1)NC(=O)C1=NC=C(N=C1N1CCC(CC1)C(F)(F)F)NC(CO)(C)C